3,5-bis(tritylthio)-benzoic acid C(C1=CC=CC=C1)(C1=CC=CC=C1)(C1=CC=CC=C1)SC=1C=C(C(=O)O)C=C(C1)SC(C1=CC=CC=C1)(C1=CC=CC=C1)C1=CC=CC=C1